4-((2S,3S,5R)-3-(4-fluoro-2-methoxyphenyl)-5-methyl-5-(trifluoromethyl)tetrahydrofuran-2-carboxamido)picolinamide FC1=CC(=C(C=C1)[C@H]1[C@H](O[C@](C1)(C(F)(F)F)C)C(=O)NC1=CC(=NC=C1)C(=O)N)OC